6'-(dibutylamino)-3'-methyl-2'-(phenylamino)-3H-spiro[isobenzofuran-1,9'-xanthene] C(CCC)N(C=1C=C2OC=3C=C(C(=CC3C3(C2=CC1)OCC1=CC=CC=C13)NC1=CC=CC=C1)C)CCCC